C(#C)C1=CC=C(C=C1)C(=O)N1CC(C1)OC (4-ethynylphenyl)(3-methoxyazetidin-1-yl)methanone